N1(C=NC=C1)C=1C=CC(=C(C1)O)C1=CN=C(N=N1)N(C1CC2(CNC2)C1)C 5-(1H-imidazol-1-yl)-2-(3-(methyl(2-azaspiro[3.3]heptan-6-yl)amino)-1,2,4-triazin-6-yl)phenol